NC[C@@]1([C@@H]2CCN(C[C@H]12)C1=CN=C2C(=N1)NN=C2C2=C(C(=NC=C2)N)Cl)C2=C(C=CC=C2)F 4-(6-((1S,6R,7R)-7-(aminomethyl)-7-(2-fluorophenyl)-3-azabicyclo[4.1.0]heptan-3-yl)-1H-pyrazolo[3,4-b]pyrazin-3-yl)-3-chloropyridin-2-amine